(S)-2-({[(9H-fluoren-9-yl)methoxy]carbonyl}amino)-5-cyanopentanoic acid C1=CC=CC=2C3=CC=CC=C3C(C12)COC(=O)N[C@H](C(=O)O)CCCC#N